FC1=C(C(=C(C(=C1F)F)F)F)C=1OC2=C(C1)C=CC(=C2)NC2=CC=CC=C2 2-(perfluorophenyl)-N-phenylbenzofuran-6-amine